C1(CC1)C1=C2C(=CNC2=CC=C1)C#N 4-cyclopropyl-1H-indole-3-carbonitrile